S(=O)(=O)(O)O.FC(C[Li])(C(F)F)F 2,2,3,3-tetrafluoropropyl-lithium sulfate